C(C)N1C(=CC=2C=NC(=CC21)NC(=O)C2CC2)C2=NC=NC(=C2)C N-(1-ethyl-2-(6-methylpyrimidin-4-yl)-1H-pyrrolo[3,2-c]pyridin-6-yl)cyclopropanecarboxamide